C(C=C)(=O)N1C(CN(CC1)C1=NC(=NC=2CC(CCC12)N1CCC2=CC=CC=C12)NC1CCN(CC1)C)CC#N 2-(1-acryloyl-4-(7-(indolin-1-yl)-2-((1-methylpiperidin-4-yl)amino)-5,6,7,8-tetrahydroquinazolin-4-yl)piperazin-2-yl)acetonitrile